BrC1=NN=C(S1)CN(C(=O)NCCC)C1(CC1)C(=O)OC methyl 1-(1-((5-bromo-1,3,4-thiadiazol-2-yl)methyl)-3-propylureido)cyclopropane-1-carboxylate